N-(4-((4-((dimethylamino)methyl)-4-phenethyl-piperidin-1-yl)methyl)phenyl)acetamide CN(C)CC1(CCN(CC1)CC1=CC=C(C=C1)NC(C)=O)CCC1=CC=CC=C1